ClN1C=CC2=CC=CC=C12 chloro-1H-indol